(S)-5-(isoxazolidin-3-yl)nicotinonitrile O1N[C@@H](CC1)C=1C=NC=C(C#N)C1